C(#N)C1CN(C1)S(=O)(=O)N1C[C@H](CCC1)C(=O)N1[C@H](CCC1)C(=O)N[C@@H]1CCC2=CC=CC=C12 1-(((3S)-1-((3-cyano-1-azetidinyl)sulfonyl)-3-piperidinyl)carbonyl)-N-((1R)-2,3-dihydro-1H-inden-1-yl)-D-prolinamide